FC=1C=C(CC=2C(=NN(C2C)C=2SC=C(N2)C(=O)O)C2=CC=C(C=C2)F)C=CC1S(N)(=O)=O 2-(4-(3-fluoro-4-sulfamoylbenzyl)-3-(4-fluorophenyl)-5-methyl-1H-pyrazol-1-yl)thiazole-4-carboxylic acid